ClCC=1N=C2N(C=CC(=C2)C(N)=NO)C1 2-(chloromethyl)-N'-hydroxyimidazo[1,2-a]pyridine-7-carboximidamide